C(C)(C)(C)OC(N(C)C1CC(C1)C1=NC=C(C=C1)Br)=O (3-(5-bromopyridin-2-yl)cyclobutyl)(methyl)carbamic acid tert-butyl ester